2,4,6-trichlorobenzene acrylate C(C=C)(=O)O.ClC1=CC(=CC(=C1)Cl)Cl